C(#N)C=1C(=C(C=2CCCC2C1)C(=O)[O-])O 6-cyano-5-hydroxy-2,3-dihydro-1H-indene-4-carboxylate